Z-1-chloro-1-fluoro-1-propene Cl\C(=C/C)\F